6-[7-fluoro-2-(4-piperidinyl)indazol-5-yl]-2-methyl-quinazoline FC1=CC(=CC2=CN(N=C12)C1CCNCC1)C=1C=C2C=NC(=NC2=CC1)C